(S)-N-((S)-1-(6-chloro-2-oxo-1,2-dihydro-1,8-naphthyridin-3-yl)ethyl)-2-methylpropan-2-sulfinamide ClC=1C=C2C=C(C(NC2=NC1)=O)[C@H](C)N[S@@](=O)C(C)(C)C